2-((2-((4-(4-(1-amino-3,6,9,12-tetraoxapentadecan-15-oyl)piperazin-1-yl)phenyl)amino)-5-chloropyrimidin-4-yl)amino)benzamide NCCOCCOCCOCCOCCC(=O)N1CCN(CC1)C1=CC=C(C=C1)NC1=NC=C(C(=N1)NC1=C(C(=O)N)C=CC=C1)Cl